2-[(cyanomethyl)amino]-3,5-dimethylbenzoic acid C(#N)CNC1=C(C(=O)O)C=C(C=C1C)C